C1CC12CCN(CC2)C2=C(C(=O)Cl)C=CC(=C2)I 2-{6-Azaspiro[2.5]octan-6-yl}-4-iodobenzoyl chloride